4-[[4-(2,2-difluoroethylamino)-2-methylsulfanyl-pyrimidin-5-yl]methylamino]-8-methoxy-3,4-dihydro-2H-quinoline-1-carboxylic acid tert-butyl ester C(C)(C)(C)OC(=O)N1CCC(C2=CC=CC(=C12)OC)NCC=1C(=NC(=NC1)SC)NCC(F)F